C1(=C(C=CC2=CC=CC=C12)OCC1=C(C=C(C=C1)C1=CC=CC=C1)C(=O)OC)C1=C(C=CC2=CC=CC=C12)OCC1=CC=C(C=C1)C1=CC(=CC=C1)C(=O)OC dimethyl 4',4''-[[1,1'-binaphthalene]-2,2'-diylbis(oxymethylene)]di([1,1'-biphenyl]-3-carboxylate)